5-(1-cyclopropyl-1H-imidazol-4-yl)-1-ethyl-3-methyl-1H-pyrazole C1(CC1)N1C=NC(=C1)C1=CC(=NN1CC)C